1,1,1,2,2,3,3-heptafluoropropane FC(C(C(F)F)(F)F)(F)F